COC1(C[C@@H]2[C@@H](CN(C2)S(=O)(=O)C=2C=NN(C2)C)C1)C1=CC=CC=C1 (3ar,5s,6as)-5-methoxy-2-((1-methyl-1H-pyrazol-4-yl)sulfonyl)-5-phenylhexahydrocyclopenta[c]pyrrol